6-[4-[[3-Ethoxy-5-(5-hydroxypyridin-3-yl)phenyl]methyl]piperazin-1-yl]-N-[4-(2-phenylsulfanylethylamino)-3-(trifluoromethyl)phenyl]sulfonylpyridazine-3-carboxamide C(C)OC=1C=C(C=C(C1)C=1C=NC=C(C1)O)CN1CCN(CC1)C1=CC=C(N=N1)C(=O)NS(=O)(=O)C1=CC(=C(C=C1)NCCSC1=CC=CC=C1)C(F)(F)F